CSC1=C(OCC(CN2C(CCCC2(C)C)(C)C)O)C=CC=C1 (2-(methylthio)phenoxy)-3-(2,2,6,6-tetramethyl-piperidin-1-yl)propan-2-ol